N-(2,2-difluoropropyl)-5-(8-fluoro-[1,2,4]triazolo[1,5-a]pyridin-6-yl)-7H-pyrrolo[2,3-d]pyrimidin-2-amine FC(CNC=1N=CC2=C(N1)NC=C2C=2C=C(C=1N(C2)N=CN1)F)(C)F